N-(3-methoxycyclobutyl)-carbamate COC1CC(C1)NC([O-])=O